IC=1N=CC(=NC1CCCC(F)(F)F)N1CCC(CC1)C(=O)OCC Ethyl 1-(5-iodo-6-(4,4,4-trifluorobutyl)pyrazin-2-yl)piperidine-4-carboxylate